O[C@H](C(=O)[O-])C.C(C)[NH+]1CCN(CC1)C1=C(C=C(C=C1)C(=O)N1CCC(CC1)C1=CC=C(C=C1)OC=1N=NC(=CC1)C(F)(F)F)NS(=O)(=O)CC1=CC=CC=C1 1-ethyl-4-(2-((phenylmethyl)sulfonamido)-4-(4-(4-((6-(trifluoromethyl)pyridazin-3-yl)oxy)-phenyl)piperidine-1-carbonyl)phenyl)piperazin-1-ium (S)-2-hydroxypropanoate